(S)-N-methyl-N-(pyrrolidin-3-yl)isoquinolin-4-amine hydrochloride Cl.CN(C1=CN=CC2=CC=CC=C12)[C@@H]1CNCC1